1-[3-(Triethoxysilyl)propyl]-3,3'-undecylenebis(5-amino-1,2,4-triazole) C(C)O[Si](CCCC(CCCCCCCCCCC1=NNC(=N1)N)C1=NNC(=N1)N)(OCC)OCC